OC1(CC(C1)OC(C1=CC=C(C=C1)[N+](=O)[O-])=O)C=1C(=NC=CC1)OC(F)(F)F.FC(C1=NN(C(=C1)C1=C(C=C(C=C1)C)C)C1=CC=C(C=C1)[N+](=O)[O-])(F)F 3-trifluoromethyl-1-(4-nitrophenyl)-5-(2',4'-dimethylphenyl)pyrazole (1r,3r)-3-hydroxy-3-(2-(trifluoromethoxy)pyridin-3-yl)cyclobutyl-4-nitrobenzoate